CN1N=C2C(NCCC2=C1C1=NC(=CC=C1)C(F)(F)F)C 2,7-dimethyl-3-[6-(trifluoromethyl)pyridin-2-yl]-4,5,6,7-tetrahydropyrazolo[3,4-c]pyridine